(1H-indazol-5-yl)-3-{5-{[(4-methoxybenzyl)amino]methyl}-1,2,4-oxadiazol-3-yl}imidazo[1,2-b]pyridazin-6-amine N1N=CC2=CC(=CC=C12)C=1N=C2N(N=C(C=C2)N)C1C1=NOC(=N1)CNCC1=CC=C(C=C1)OC